(4-(6-(cyclopropanecarboxamido)hexyl)-1-phenyl-1H-imidazol-2-yl)-3-(1-methyl-1H-pyrazol-4-yl)benzamide C1(CC1)C(=O)NCCCCCCC=1N=C(N(C1)C1=CC=CC=C1)C1=C(C(=O)N)C=CC=C1C=1C=NN(C1)C